dimethylhexacosa-17,20-dien-7-amine CC(CCCCCC(CCCCCCCCCC=CCC=CCCCCC)N)C